N1(CCNCC1)CC1CCN(CC1)C(=O)OC(C)(C)C tertbutyl 4-(piperazin-1-ylmethyl)piperidine-1-carboxylate